C=C(C(=O)[O-])C(C)N α-methyl-yl-aminobutyrate